O[C@]1(CN2[C@H](CO1)CN(CC2)C(=O)C2=C(C(=CC=C2)OC)Cl)C2=CC(=NO2)C2=CC=CC=C2 [(3S,9aS)-3-Hydroxy-3-(3-phenylisoxazol-5-yl)-1,4,6,7,9,9a-hexahydropyrazino[2,1-c][1,4]oxazin-8-yl]-(2-chloro-3-methoxyphenyl)methanon